The molecule is an organofluorine insecticide and an organofluorine acaricide. It has a role as a pyrethroid ester insecticide, a pyrethroid ester acaricide and an agrochemical. It derives from a 2-(4-hydroxyphenyl)-3-methylbutyric acid. CC(C)[C@@H](C1=CC=C(C=C1)OC(F)F)C(=O)OC(C#N)C2=CC(=CC=C2)OC3=CC=CC=C3